[O].[Nb].[Te] tellurium-niobium-oxygen salt